N1(N=CC2=CC=CC=C12)C1C[C@H]2CC[C@@H](C1)N2C2=NC1=C(C=C(C=C1C(N2C)=O)C)[C@@H](C)NC=2C(=NC(=CC2)Cl)C(=O)NS(=O)(=O)C 3-(((R)-1-(2-((1R,3R,5S)-3-(1H-indazol-1-yl)-8-azabicyclo[3.2.1]octan-8-yl)-3,6-dimethyl-4-oxo-3,4-dihydroquinazolin-8-yl)ethyl)amino)-6-chloro-N-(methylsulfonyl)picolinamide